t-butylsulfoxide C(C)(C)(C)S(=O)C(C)(C)C